8,8-difluoro-2-(5-fluoro-3-pyridyloxy)bicyclo[4.2.0]octa-1,3,5-trien-7-ol FC1(C(C2=CC=CC(=C12)OC=1C=NC=C(C1)F)O)F